(S)-3-oxo-9,9a-dihydro-1H,3H-oxazolo[3,4-a]indole-7-sulfonyl chloride O=C1OC[C@H]2N1C=1C=CC(=CC1C2)S(=O)(=O)Cl